C(C)OC(=O)C1=CC=C(C=C1)C1=CN(C=C1)C(=O)OC(C)(C)C tert-Butyl 3-(4-(ethoxycarbonyl)phenyl)-1H-pyrrole-1-carboxylate